tert-butyl N-[2-[[5-[[6-amino-2-[(R)-ethyl(methyl)phosphoryl]-8-oxo-7H-purin-9-yl]methyl]-2-pyridyl]amino]ethyl]-N-methyl-carbamate NC1=C2NC(N(C2=NC(=N1)[P@@](=O)(C)CC)CC=1C=CC(=NC1)NCCN(C(OC(C)(C)C)=O)C)=O